C1OCC2(C3=CC=CC=C13)C(C2)C(=O)O spiro[cyclopropane-1,4'-isochromane]-2-carboxylic acid